FC=1C=C2C(=CNC2=CC1)CCNC1CC1 N-[2-(5-fluoro-1H-indol-3-yl)ethyl]cyclopropaneamine